N-(5-bromo-6-methylpyridin-3-yl)-4-(trifluoromethyl)picolinamide BrC=1C=C(C=NC1C)NC(C1=NC=CC(=C1)C(F)(F)F)=O